FC(C=1C(=C(C=CC1)[C@@H](C)NC=1C=2C(N=C(N1)C)=C(C(N(C2)C2(CC2)CF)=O)NC2COC2)F)F (R)-4-((1-(3-(difluoromethyl)-2-fluorophenyl)ethyl)amino)-6-(1-(fluoromethyl)cyclopropyl)-2-methyl-8-(oxetan-3-ylamino)pyrido[4,3-d]pyrimidine-7(6H)-one